N-(1-(8-((2-fluoro-3-methyl-4-((1-methyl-1H-benzo[d][1,2,3]triazol-5-yl)oxy)phenyl)amino)pyrimido[5,4-d]pyrimidin-2-yl)azetidin-3-yl)-N-methylacrylamide FC1=C(C=CC(=C1C)OC1=CC2=C(N(N=N2)C)C=C1)NC1=NC=NC2=C1N=C(N=C2)N2CC(C2)N(C(C=C)=O)C